C1C(CC12CNCC2)OC=2C(C=C(OC2)CN2CC1=CC=CC=C1CC2)=O 5-((6-azaspiro[3.4]oct-2-yl)oxy)-2-((3,4-dihydroisoquinolin-2(1H)-yl)methyl)-4H-pyran-4-one